S1(CNCC1)(=O)=O 1,3-thiazolidine 1,1-dioxide